3-((4-(2-chloroacetamido)-3,5-dimethyl-1H-pyrrol-2-yl)methylene)-N-(1-(3-chlorophenyl)ethyl)-2-oxoindoline-5-carboxamide ClCC(=O)NC=1C(=C(NC1C)C=C1C(NC2=CC=C(C=C12)C(=O)NC(C)C1=CC(=CC=C1)Cl)=O)C